ClC=1C(=NC(=NC1)NC1CCNCC1)C1=NN(C2=CC(=CC=C12)C(=O)OC)COCC[Si](C)(C)C methyl 3-(5-chloro-2-(piperidin-4-ylamino)pyrimidin-4-yl)-1-((2-(trimethylsilyl) ethoxy)methyl)-1H-indazole-6-carboxylate